ClC1=NC=C(C(=C1)C1=C(C=NC(=C1)C)C(=O)NC=1SC(=NN1)C1C(C1)(F)F)OC 2'-chloro-N-(5-(2,2-difluorocyclopropyl)-1,3,4-thiadiazol-2-yl)-5'-methoxy-6-methyl-(4,4'-bipyridine)-3-carboxamide